2-(2-(dimethylamino)ethoxy)cyclohexane-1-amine CN(CCOC1C(CCCC1)N)C